CN1CC(C1)(C)[C@@](O)(C=1C=NC=C(C1)C1=NC(=NO1)C1CCN(CC1)S(=O)(=O)C)C1=CC=C(C=C1)C(C)C (R)-(1,3-Dimethyl-azetidin-3-yl)-(4-isopropyl-phenyl)-{5-[3-(1-methanesulfonyl-piperidin-4-yl)-[1,2,4]oxadiazol-5-yl]-pyridin-3-yl}-methanol